C(C)(C)(C)OC(=O)N1CC2=C(CC1)NN=C2C(=O)NC2(CC2)C2=NC=C(C=N2)C(=O)O 2-(1-{5-[(tert-butoxy)carbonyl]-1H,4H,5H,6H,7H-pyrazolo[4,3-c]pyridine-3-amido}cyclopropyl)pyrimidine-5-carboxylic acid